7-((4-((5-Cyclopropyl-3-(3,5-dichloropyridin-4-yl)isoxazol-4-yl)methoxy)bicyclo[2.2.2]octan-1-yl)ethynyl)-1-(2-(pyrrolidin-1-yl)ethoxy)isochinolin C1(CC1)C1=C(C(=NO1)C1=C(C=NC=C1Cl)Cl)COC12CCC(CC1)(CC2)C#CC2=CC=C1C=CN=C(C1=C2)OCCN2CCCC2